CN1N=CC(=C1C1=CC=C(N=N1)NC1C[C@@H]2[C@@H](CN(C2)CC2=NC=CC=C2C)C1)C (3aR,5s,6aS)-N-[6-(2,4-dimethylpyrazol-3-yl)pyridazin-3-yl]-2-[(3-methyl-2-pyridyl)methyl]-3,3a,4,5,6,6a-hexahydro-1H-cyclopenta[c]pyrrol-5-amine